3-amino-4-(2-phenylbenzopyran-6-yloxy)anisole Tert-butyl-4-methyl-2-oxopiperidine-1-carboxylate C(C)(C)(C)OC(=O)N1C(CC(CC1)C)=O.NC=1C=C(C=CC1OC=1C=CC2=C(C=CC(O2)C2=CC=CC=C2)C1)OC